N-[2-[4-[3-(3,4-dimethoxyphenyl)-1,2,4-oxadiazol-5-yl]-1-piperidyl]-1-methyl-2-oxoethyl]benzamide COC=1C=C(C=CC1OC)C1=NOC(=N1)C1CCN(CC1)C(C(C)NC(C1=CC=CC=C1)=O)=O